C1(CCC1)NC(C[C@H](CCN1CCCCC1)NC(=O)C1=NN(C(=C1)C=1SC=CC1)C1CCCC1)=O (3S)-N-cyclobutyl-3-{[1-cyclopentyl-5-(thiophen-2-yl)-1H-pyrazol-3-yl]formamido}-5-(piperidin-1-yl)pentanamide